3,3-difluoro-2a-hydroxy-1-methylene-2,2a,3,4-tetrahydro-1H-cyclopenta[cd]inden FC1(CC=2C=3C1(CC(C3C=CC2)=C)O)F